(R)-4-(2,3-Dichloro-6-((2-(trimethylsilyl)ethoxy)methoxy)phenyl)pyrrolidin-2-one ClC1=C(C(=CC=C1Cl)OCOCC[Si](C)(C)C)[C@H]1CC(NC1)=O